ClC=1C=C(C=CC1Cl)C(CN(C)C)NS(=O)(=O)C1=CC=C(C=C1)CC N-(1-(3,4-dichlorophenyl)-2-(dimethylamino)ethyl)-4-ethylbenzenesulfonamide